(R)-1-(3-fluorophenyl)-2-methoxyethan-1-amine FC=1C=C(C=CC1)[C@H](COC)N